ClC1=C(C=CC(=C1)C)NC=1C=C(C(=O)N2CCN(CC2)CC2=NC3=C(N2C[C@H]2OCC2)C=C(C=C3)C(=O)O)C=CC1 2-[(4-{3-[(2-chloro-4-methylphenyl)amino]benzoyl}piperazin-1-yl)methyl]-1-{[(2S)-oxetan-2-yl]methyl}-1H-1,3-benzodiazole-6-carboxylic acid